7-methyl-8-oxo-pyrido[2,3-d]pyridazine-5-carboxylate CN1N=C(C2=C(C1=O)N=CC=C2)C(=O)[O-]